tert-butyl (S)-18-((6-(((benzyloxy)carbonyl)amino)-1-(tert-butoxy)-1-oxohexan-2-yl)amino)-18-oxooctadecanoate C(C1=CC=CC=C1)OC(=O)NCCCC[C@@H](C(=O)OC(C)(C)C)NC(CCCCCCCCCCCCCCCCC(=O)OC(C)(C)C)=O